BrC1=CC=C(COC2=C3C(C=C(OC3=CC=C2)C(=O)NN[C@@H]([C@H](C)CC)C(=O)OC)=O)C=C1 methyl (5-((4-bromobenzyl)oxy)-4-oxo-4H-chromene-2-carbonylamino)-L-alloisoleucinate